cetyl-cetyl alcohol C(CCCCCCCCCCCCCCC)C(CCCCCCCCCCCCCCC)O